NC=1N=CC=C2C(=CN=CC12)NC(C(N1[C@H](CC[C@@H](C1)C)C=1C=CC2=C(N=C(S2)[C@@H]2CN(CCC2)C)C1)=O)=O |o1:29| N-(8-amino-2,7-naphthyridin-4-yl)-2-oxo-2-[(2R,5S)-5-methyl-2-[2-[rel-(3S)-1-methyl-3-piperidyl]-1,3-benzothiazol-5-yl]-1-piperidyl]acetamide